ethyl 4-(2-(4-((5-chloro-3-fluoropyridin-2-yl) oxy) phenyl)-2H-1,2,3-triazol-4-yl)-3-oxobutyrate ClC=1C=C(C(=NC1)OC1=CC=C(C=C1)N1N=CC(=N1)CC(CC(=O)OCC)=O)F